CN1N=C(C(=C1OC[C@@H]1NCCC1)C=1C=C2C(=CN1)N(N=C2C=C)C2OCCCC2)C 5-[1,3-dimethyl-5-[[(2R)-pyrrolidin-2-yl]methoxy]pyrazol-4-yl]-1-tetrahydropyran-2-yl-3-vinyl-pyrazolo[3,4-c]pyridine